4-(5-(3-Methoxypyridin-2-yl)-1,3,4-oxadiazole-2-carbonyl)piperidine-1-carboxylic acid tert-butyl ester C(C)(C)(C)OC(=O)N1CCC(CC1)C(=O)C=1OC(=NN1)C1=NC=CC=C1OC